ClC1=NC(=C2C(=N1)N(N=C2)C2OCCCC2)N 6-chloro-1-(tetrahydro-2H-pyran-2-yl)-1H-pyrazolo[3,4-d]pyrimidin-4-amine